C1(CC1)C1=NN(C=N1)C1CC2(CN(C2)C(=O)N2CC3(CN(C3)S(=O)(=O)C=3C=NC=C(C3)C(F)(F)F)C2)C1 [6-(3-cyclopropyl-1,2,4-triazol-1-yl)-2-azaspiro[3.3]heptan-2-yl]-[2-[[5-(trifluoromethyl)-3-pyridinyl]sulfonyl]-2,6-diazaspiro[3.3]heptan-6-yl]methanone